(S)-1-(2-((S)-3-((7-Methoxychinolin-4-yl)oxy)pyrrolidin-1-yl)acetyl)pyrrolidin-2-carbonitril COC1=CC=C2C(=CC=NC2=C1)O[C@@H]1CN(CC1)CC(=O)N1[C@@H](CCC1)C#N